bicyclononanal C1(CCCCCCCC1)(C1CCCCCCCC1)C=O